FC1=CC=C(C=C1)S(=O)(=O)CC1=COC2=CC=CC=C2C1=O 3-(((4-fluorophenyl)sulfonyl)methyl)chromen-4-one